2-(3,3',5'-trimethyl-[1,1'-biphenyl]-2-yl)pyridine CC=1C(=C(C=CC1)C1=CC(=CC(=C1)C)C)C1=NC=CC=C1